(S)-1-methyl-4-(2-methyl-4-(3-(methylamino)-1-phenylpropoxy)benzyl)-1,2,3,4-tetrahydro-5H-pyrido[2,3-e][1,4]diazepin-5-one CN1CCN(C(C2=C1N=CC=C2)=O)CC2=C(C=C(C=C2)O[C@@H](CCNC)C2=CC=CC=C2)C